[C@H](C)(CC)[C@@H]1N(CC2=C(NC1=O)C=CC=C2)C(=O)C=2N=NC=CC2 (S)-3-((S)-sec-butyl)-4-(pyridazine-3-carbonyl)-1,3,4,5-tetrahydro-2H-benzo[e][1,4]diazepin-2-one